4-[2-[5-(2,4-difluorophenyl)isoxazole-3-carbonyl]-3,4-dihydro-1H-isoquinolin-4-yl]-1,5-dimethyl-pyrrole-2-carbonitrile FC1=C(C=CC(=C1)F)C1=CC(=NO1)C(=O)N1CC2=CC=CC=C2C(C1)C=1C=C(N(C1C)C)C#N